1,3-Dihydroxybenzen OC1=CC(=CC=C1)O